5-(p-tolyloxy)benzo[d][1,3]dioxane C1(=CC=C(C=C1)OC1=CC=CC=2OCOCC21)C